2-hexadecyl-5-hydroxypyran-4-one C(CCCCCCCCCCCCCCC)C=1OC=C(C(C1)=O)O